ClC1=C(C=CC(=C1)[N+](=O)[O-])N1CCN(CC1)C 1-(2-chloro-4-nitrophenyl)-4-methylpiperazine